FC=1C=C(C=CC1OC1=CC=NC2=CC=C(N=C12)OC)NC(=O)C=1C(N(C=CC1C)C1=CC=C(C=C1)F)=O N-[3-Fluoro-4-[(6-methoxy-1,5-naphthyridin-4-yl)oxy]phenyl]-1-(4-fluorophenyl)-4-methyl-2-oxopyridine-3-carboxamide